methyl (E)-2-[2-(2,5-dichlorophenoxy) pyridin-3-yl]-3-methoxyacrylate ClC1=C(OC2=NC=CC=C2/C(/C(=O)OC)=C\OC)C=C(C=C1)Cl